Butyric acid 2-methyl-5-oxo-1-cyclopenten-1-yl ester CC1=C(C(CC1)=O)OC(CCC)=O